9-Methyl-11-azatricyclo[6.2.1.02,7]undeca-2,4,6-triene hydrochloride Cl.CC1C2C3=CC=CC=C3C(C1)N2